2-(6-(((1S,2R,3R,5R)-2-fluoro-1,8-dimethyl-8-azabicyclo[3.2.1]octan-3-yl)oxy)pyridazin-3-yl)-5-(5-methyl-2H-tetrazol-2-yl)phenol F[C@@H]1[C@@]2(CC[C@H](C[C@H]1OC1=CC=C(N=N1)C1=C(C=C(C=C1)N1N=C(N=N1)C)O)N2C)C